C(C=1C(C(=O)OCCCCOC=C)=CC(C(=O)OCCCCOC=C)=CC1)(=O)OCCCCOC=C tris[4-(vinyloxy)butyl] trimellitate